ClC=1C(=NC=CC1C1=NNC2=NC(=CN=C21)N2C[C@@H]1[C@]([C@@H]1CC2)(C2=C(C=CC=C2)F)CN)OC ((1S,6R,7R)-3-(3-(3-chloro-2-methoxypyridin-4-yl)-1H-pyrazolo[3,4-b]pyrazin-6-yl)-7-(2-fluorophenyl)-3-azabicyclo[4.1.0]heptan-7-yl)methanamine